NC=1C(NC2=C3C(=CC=C2C1C1=C2C=NNC2=C(C=C1)F)C(=CC=C3)Cl)=O 3-amino-7-chloro-4-(7-fluoro-1H-indazol-4-yl)-1H-benzo[h]quinolin-2-one